(cyclohexylsulfonyl)(1,1-dimethylethylsulfonyl)diazomethane (5-methyl-2-oxo-1,3-dioxol-4-yl)methyl-3-hydroxy-2,2-dimethyl-propanoate CC1=C(OC(O1)=O)COC(C(CO)(C)C)=O.C1(CCCCC1)S(=O)(=O)C(=[N+]=[N-])S(=O)(=O)C(C)(C)C